C12(CC3CC(CC(C1)C3)C2)CN2N=CC(=C2C)C=2C(=NC(=CC2)NCCCCC2=C(N=NC(=C2C)Cl)Cl)C(=O)OCC ethyl 3-{1-[(adamantan-1-yl)methyl]-5-methyl-1H-pyrazol-4-yl}-6-{[4-(3,6-dichloro-5-methylpyridazin-4-yl)butyl]amino}pyridine-2-carboxylate